6-(2,6-dimethylphenyl)-2,2-dioxo-12-spiro[2.3]hexan-5-yl-11-(2,2,2-trifluoroethyl)-9-oxa-2λ6-thia-3,5,12,19-tetrazatricyclo[12.3.1.14,8]nonadeca-1(18),4(19),5,7,14,16-hexaen-13-one CC1=C(C(=CC=C1)C)C1=NC=2NS(C=3C=CC=C(C(N(C(COC(=C1)N2)CC(F)(F)F)C2CC1(CC1)C2)=O)C3)(=O)=O